N-(2-(hydroxymethyl)-5-(trifluoromethyl)pyridin-3-yl)pivaloyl-amide OCC1=NC=C(C=C1[N-]C(C(C)(C)C)=O)C(F)(F)F